3-[(1-ethyl-1H-pyrazol-4-yl)methyl]-pyridin-2(1H)-one C(C)N1N=CC(=C1)CC=1C(NC=CC1)=O